OC1=C(C=CC=C1C)C(CCCCCCCCCCCCCCCCCCCC)C1=CC(=C(C=C1)O)C 1-(2-hydroxy-3-methyl-phenyl)-1-(3-methyl-4-hydroxyphenyl)henicosane